CN(CC(=O)O)C1=NC2=CC=C(C=C2C(=C1)C1=CC=CC=C1)CCC1=CC(=CC=C1)C N-methyl-N-(6-(3-methylphenylethyl)-4-phenylquinolin-2-yl)glycine